NCC(C[SiH2]C(OC(C)C)OC(C)C)C 3-amino-2-methylpropyl-(diisopropoxymethylsilane)